N(=[N+]=[N-])C(C)(C)C1=CN=C(C2=CN=C(C=C12)Cl)OC[C@@H]1N(CCC1)C(=O)OC(C)(C)C tert-Butyl (R)-2-(((4-(2-azidopropan-2-yl)-6-chloro-2,7-naphthyridin-1-yl)oxy)methyl)pyrrolidine-1-carboxylate